FC1=C2C=C(NC2=C(C=C1)F)C(=O)N1[C@@H]2CC([C@H]([C@@H]1C(=O)N[C@@H](C[C@H]1C(NCC1)=O)\C=C(\S(=O)(=O)C)/F)CC2)(F)F (1S,3R,4S)-2-(4,7-difluoro-1H-indole-2-carbonyl)-5,5-difluoro-N-((S,E)-4-fluoro-4-(methylsulfonyl)-1-((S)-2-oxopyrrolidin-3-yl)but-3-en-2-yl)-2-azabicyclo[2.2.2]octane-3-carboxamide